4-(6-amino-1-(4-nitrobenzyl)-1H-pyrazolo[3,4-d]pyrimidine-4-yl)picolinonitrile NC1=NC(=C2C(=N1)N(N=C2)CC2=CC=C(C=C2)[N+](=O)[O-])C2=CC(=NC=C2)C#N